FC(C1=CC=C(C=N1)/C=C/C=1C=C2C(=CC=NC2=CC1)C(=O)O)(F)F (E)-6-(2-(6-(trifluoromethyl)pyridin-3-yl)vinyl)quinoline-4-carboxylic acid